ClC=1C=CC(=NC1)C(NS(=O)C(C)(C)C)C1CCC1 N-((5-chloropyridin-2-yl)(cyclobutyl)methyl)-2-methylpropan-2-sulfinamide